C(C)(C)(C)C1=NC(=NO1)C(=O)NCC1=C(C=C(C=C1)C1=NC=NN2C1=CC(=C2)C=2C=NC=CC2)C 5-(tert-butyl)-N-(2-methyl-4-(6-(pyridin-3-yl)pyrrolo[2,1-f][1,2,4]triazin-4-yl)benzyl)-1,2,4-oxadiazole-3-carboxamide